NC=1C=C(C(=O)O)C=CC1 3-aminobenzoic acid